C(C1=CC=CC=C1)OC[C@H]1N(C=2C(OC1)=CSC2C(=O)OC)CCNC(=O)OC(C)(C)C methyl (3R)-3-(benzyloxymethyl)-4-[2-(tert-butoxycarbonylamino)ethyl]-2,3-dihydrothieno[3,4-b][1,4]oxazine-5-carboxylate